3,4-dichlorobenzyl ether ClC=1C=C(COCC2=CC(=C(C=C2)Cl)Cl)C=CC1Cl